(1aR,5aR)-2-(4-Chloropyridin-2-yl)-1a,2,5,5a-tetrahydro-1H-2,3-diazacyclopropa[a]pentalen ClC1=CC(=NC=C1)N1N=CC=2C[C@@H]3[C@H](C12)C3